ClC=1C(=C(C=CC1)[C@]1(CNCC1)NC=1C=CC2=C(C(N(CCC2)C)=O)C1)C (R)-8-((3-(3-chloro-2-methylphenyl)pyrrolidin-3-yl)amino)-2-methyl-2,3,4,5-tetrahydro-1H-benzo[c]azepin-1-one